8-methoxy-8-methylbicyclo[4.2.0]oct-1,3,5-triene-2-acetate COC1(CC2=CC=CC(=C12)CC(=O)[O-])C